6-(2-(((1r,4r)-4-ethyl-4-hydroxycyclohexyl)amino)-6-fluoro-4-methoxypyrrolo[2,1-f][1,2,4]triazin-5-yl)-8-fluoro-N-methylimidazo[1,2-a]pyridine-3-carboxamide C(C)C1(CCC(CC1)NC1=NN2C(C(=N1)OC)=C(C(=C2)F)C=2C=C(C=1N(C2)C(=CN1)C(=O)NC)F)O